CN1CCC(CC1)C(=O)OCC(CCCCCCCCC(=O)O)CCCCCCCCC 10-{[(1-methylpiperidine-4-carbonyl)oxy]methyl}nonadecanoic acid